5-Bromo-1-(fluoromethyl-d2)pyridin-2(1H)-one BrC=1C=CC(N(C1)C([2H])([2H])F)=O